C(C)OCC1=C(C=CC=C1)OC 1-(Ethoxymethyl)-2-methoxybenzol